tert-Butyl N-(3-cyclopropyl-4,5,6,7-tetrahydro-2-benzothiophen-5-yl)-N-methyl-carbamate C1(CC1)C=1SC=C2C1CC(CC2)N(C(OC(C)(C)C)=O)C